Cl.C1(=CC=CC=C1)C(C1=CC=CC=C1)OP(O)(=O)CN (Aminomethyl)phosphonic acid diphenylmethyl ester hydrochloride